S1(NCC2=C1C=CC=C2)(=O)=O 2,3-dihydro-1λ6-benzo[2,1-d][1,2]thiazole-1,1-dione